1,3-dimethyl-4-(piperazin-1-yl)-1H-pyrazole-5-carbonitrile CN1N=C(C(=C1C#N)N1CCNCC1)C